NC1=C(C=2C(=NC(=C(C2)C)C)N1C1=C2C(=NC=C1C)NN=C2)C(=O)N 2-amino-5,6-dimethyl-1-{5-methyl-1H-pyrazolo[3,4-b]pyridin-4-yl}-1H-pyrrolo[2,3-b]pyridine-3-carboxamide